methyl 5-(4-ethylpiperazin-1-yl)-4-fluoro-2-nitrobenzoate C(C)N1CCN(CC1)C=1C(=CC(=C(C(=O)OC)C1)[N+](=O)[O-])F